C(C)(C)(C)OC(=O)N1CCC(=CC1)C1C2=C(OC(O1)(C)CC1=C(C=C(C=C1)Cl)F)C=CC=C2 4-(2-(4-chloro-2-fluorobenzyl)-2-methylbenzo[d][1,3]dioxan-4-yl)-3,6-dihydropyridine-1(2H)-carboxylic acid tert-butyl ester